tris(2-Carboxyethyl)phosphine hydrochloride Cl.C(=O)(O)CCP(CCC(=O)O)CCC(=O)O